5-fluoro-4-(1-isopropyl-1H-pyrazolo[4,3-b]pyridin-6-yl)-N-(4-(4-isopropylpiperazin-1-yl)phenyl)pyrimidin-2-amine FC=1C(=NC(=NC1)NC1=CC=C(C=C1)N1CCN(CC1)C(C)C)C=1C=C2C(=NC1)C=NN2C(C)C